7-chloro-6-fluoro-1-cyclopropyl-1,4-dihydro-4-oxo-3-quinolinecarboxylic acid ClC1=C(C=C2C(C(=CN(C2=C1)C1CC1)C(=O)O)=O)F